C1(CCCCC1)C=1N(C=CN1)C 2-cyclohexyl-1-methyl-imidazole